FC=1C=C(C=CC1N1CCOCC1)C=1C(CC(NN1)=O)C 6-[3-fluoro-4-(morpholin-4-yl)phenyl]-5-methyl-4,5-dihydropyridazin-3(2H)-one